rac-2-fluoro-4-(1-(4-methoxyphenyl)-3-(((3-(methylamino)-cyclohexyl)methyl)-amino)-1H-pyrazol-5-yl)benzonitrile FC1=C(C#N)C=CC(=C1)C1=CC(=NN1C1=CC=C(C=C1)OC)NCC1CC(CCC1)NC